N-(2-(3,3-dimethyl-2-(3,4-methylenedioxyphenyl)cyclobut-1-en-1-yl)phenyl)acetamide CC1(C(=C(C1)C1=C(C=CC=C1)NC(C)=O)C1=CC2=C(C=C1)OCO2)C